FC1=C(C=CCN1C)N1CCN(CC1)CC=1C=C2C=3C(=C(C(NC3C1)=O)C)CC2 6-fluoro-N-methyl-5-(4-((3-methyl-2-oxo-1,2,4,5-tetrahydrocyclopenta[de]quinolin-7-yl)methyl)piperazin-1-yl)pyridine